ClC=1C(=NC(=NC1)N1C[C@@H](C(CC1)(F)F)C)NC1=CC=2C3=C(C(N(C2C=C1)C)=O)OCC([C@@H](N3)C3CC3)(F)F (S)-10-((5-Chloro-2-((S)-4,4-difluoro-3-methylpiperidin-1-yl)pyrimidin-4-yl)amino)-2-cyclopropyl-3,3-difluoro-7-methyl-1,2,3,4-tetrahydro-[1,4]oxazepino[2,3-c]chinolin-6(7H)-on